4-Cyanobenzene-1-sulfonyl chloride C(#N)C1=CC=C(C=C1)S(=O)(=O)Cl